pent-4-yn-1-yl-oxyacetamido-3,3-dimethylbutane C(CCC#C)OCC(=O)NCCC(C)(C)C